C(C)(C)(C)OC(=O)N[C@H](C(=O)OC)C[C@@H](C(=O)OC)CC#N dimethyl (2S,4R)-2-tert-Butoxycarbonylamino-4-cyanomethyl-glutarate